CC1=C(C(=O)N)C=CC(=C1)CC(C(C)C)=O methyl-4-(3-methyl-2-oxobutyl)benzamide